2-chloro-N-(3-cyano-4-(trifluoromethyl)phenyl)acetamide ClCC(=O)NC1=CC(=C(C=C1)C(F)(F)F)C#N